BrC=1C=C(C=CC1)NC(N)=S N'-(3-bromophenyl)-thiourea